C(C)C=1C=C(N)C=CC1OC1=CC=CC=C1 3-ethyl-4-phenoxyaniline